C1(=CC=CC=C1)C=1C=C(C(C(=O)O)=CC1)O p-phenyl-salicylic acid